methyl 1-(2-(bis(2,4-dimethoxybenzyl)amino)oxazolo[4,5-c]pyridin-7-yl)-4-hydroxypiperidine-3-carboxylate COC1=C(CN(C=2OC3=C(C=NC=C3N3CC(C(CC3)O)C(=O)OC)N2)CC2=C(C=C(C=C2)OC)OC)C=CC(=C1)OC